BrCC1=CC(=CC=C1)CBr 1,3-di(bromomethyl)benzene